1-[2-Hydroxy-4-(2-propynyloxy)phenyl]-3-(3-methoxyphenyl)-2-propene-1-one OC1=C(C=CC(=C1)OCC#C)C(C=CC1=CC(=CC=C1)OC)=O